4-chloro-6-(diethylamino)picolinaldehyde ClC1=CC(=NC(=C1)N(CC)CC)C=O